4-amino-N-((5-chloro-3-fluoropyridin-2-yl)methyl)-N'-(cyclopropanecarbonyl)-N',1-dimethyl-1H-pyrazolo[4,3-c]quinoline-8-carbohydrazide NC1=NC=2C=CC(=CC2C2=C1C=NN2C)C(=O)N(N(C)C(=O)C2CC2)CC2=NC=C(C=C2F)Cl